3-fluoropyrrolidine-1,2-dicarboxylate FC1C(N(CC1)C(=O)[O-])C(=O)[O-]